C1(CCCCC1)N1C[C@@H](CCC1)OC=1C=C2CN(C(C2=CC1)=O)C1C(NC(CC1)=O)=O 3-(5-(((R)-1-cyclohexylpiperidin-3-yl)oxy)-1-oxoisoindolin-2-yl)piperidine-2,6-dione